ClC=1C=C2C(=NC(=NC2=C(C1C1=CC(=CC2=CC=CC=C12)O)F)OCCCN(CC)CC)N1C[C@H]2CC[C@@H](C1)N2C(=O)OC(C)(C)C tert-Butyl (1R,5S)-3-((S or R)-6-chloro-2-(3-(diethylamino) propoxy)-8-fluoro-7-(3-hydroxynaphthalen-1-yl)quinazolin-4-yl)-3,8-diazabicyclo[3.2.1]octane-8-carboxylate